methyl (3R)-1-(azetidin-3-yl)piperidine-3-carboxylate N1CC(C1)N1C[C@@H](CCC1)C(=O)OC